N-({2-[5-chloro-2-(2H-1,2,3-triazol-2-yl)benzoyl]-4-methyl-2-azabicyclo[3.1.1]hept-3-yl}methyl)-6-fluoroquinoxalin-2-amine ClC=1C=CC(=C(C(=O)N2C3CC(C(C2CNC2=NC4=CC=C(C=C4N=C2)F)C)C3)C1)N1N=CC=N1